3-(7-(4-(Trifluoromethyl)phenyl)furo[2,3-c]pyridin-5-yl)-1,2,4-oxadiazol-5(4H)-one FC(C1=CC=C(C=C1)C=1N=C(C=C2C1OC=C2)C2=NOC(N2)=O)(F)F